FC(C=1C=C(\C=C/2\C(C=3C=CC(=CC3CC2)/C=C/C(=O)NCCCCCC(=O)O)=O)C=C(C1)C(F)(F)F)(F)F 6-((E)-3-(6-((E)-3,5-bis(trifluoromethyl)benzylidene)-5-oxo-5,6,7,8-tetrahydronaphthalen-2-yl)acrylamido)hexanoic acid